BrC=1C=NC(=C(C(=O)N[C@H](C)C2=C(C=CC(=C2)OC(F)(F)F)F)C1)C (R)-5-bromo-N-(1-(2-fluoro-5-(trifluoromethoxy)phenyl)ethyl)-2-methylnicotinamide